The molecule is a stilbenoid that is ethane in which one of the hydrogens is replaced by a 4-hydroxyphenyl group and one of the hydrogens of the remaining methyl group is replaced by a 4-hydroxy-3,5-dimethoxyphenyl group. It is a member of phenols and a stilbenoid. COC1=CC(=CC(=C1O)OC)CCC2=CC=C(C=C2)O